1-(8-oxabicyclo[3.2.1]octan-3-yl)-3-(3-((tert-butyldimethylsilyl)oxy)propoxy)-5-methyl-4-nitro-1H-pyrazole C12CC(CC(CC1)O2)N2N=C(C(=C2C)[N+](=O)[O-])OCCCO[Si](C)(C)C(C)(C)C